ClC1=NC(=CC(=C1)OC1CC(C1)OC)C(C)(F)F Chloro-6-(1,1-difluoroethyl)-4-((1s,3s)-3-methoxycyclobutoxy)pyridine